FC1CN(C1)C1=NC(=C(C(=C1C#N)C1=CC=C(C=C1)[C@@H]1COCC1)C#N)SCC1COC1 |o1:19| (R*)-2-(3-fluoroazetidin-1-yl)-6-((oxetan-3-ylmethyl)thio)-4-(4-(tetrahydrofuran-3-yl)phenyl)pyridine-3,5-dicarbonitrile